CCCCCCCCCC1=COC2(C1=O)CC(C(O2)(CC(=O)O)C(=O)O)C(=O)O The molecule is an oxaspiro compound that is 1,6-dioxaspiro[4.4]non-2-en-4-one substituted by a carboxymethyl group at position 2, carboxy groups at positions 2 and 3, an oxo group at position 9 and a nonyl group at position 8. Isolated from the culture broth of the fungus Talaromyces trachyspermus, it exhibits inhibitory activity against the enzyme heparanase. It has a role as a fungal metabolite and an EC 3.2.1.166 (heparanase) inhibitor. It is an oxaspiro compound and a tricarboxylic acid.